Ethoxydimethoxysilan C(C)O[SiH](OC)OC